17-amino-13-isopropyl-6,15-bis(trifluoromethyl)-19-oxa-3,4,13,18-tetrazatricyclo[12.3.1.12,5]nonadeca-1(18),2,4,14,16-pentaen-6-ol NC1=CC(=C2N(CCCCCCC(C3=NN=C(C1=N2)O3)(O)C(F)(F)F)C(C)C)C(F)(F)F